CC(C)OC(N[C@H]1CC2=C(N(C=3C=CC(=CC23)C#N)CC2=NC=CC=C2)C1)=O N-[(2S)-7-cyano-1,2,3,4-tetrahydro-4-(2-pyridylmethyl)cyclopenta[b]indol-2-yl]-carbamic acid 1-methylethyl ester